FC(=C[C@H](C[C@H]1C(NCC1)=O)NC(OC(C)(C)C)=O)S(=O)(=O)C tert-butyl ((S)-4-fluoro-4-(methylsulfonyl)-1-((S)-2-oxopyrrolidin-3-yl)but-3-en-2-yl)carbamate